(+)-1,3'-Dimethyl-2'-phenyl-1',7'-dihydrospiro[indoline-3,6'-pyrrolo[3,2-k]phenanthridin]-2-one CN1C(C2(NC=3C=CC=CC3C=3C4=C(C=CC23)C(=C(N4)C4=CC=CC=C4)C)C4=CC=CC=C14)=O